(7S)-3-[(3R)-1,1-Dioxo-1λ6-thian-3-yl]-7-methyl-2-[2-(1H-pyrazol-1-yl)ethyl]-3H,6H,7H,8H,9H-imidazo[4,5-f]chinolin O=S1(C[C@@H](CCC1)N1C(=NC2=C3CC[C@@H](NC3=CC=C21)C)CCN2N=CC=C2)=O